(2r,3r)-3-hydroxy-2-methylnonanoic acid O[C@@H]([C@H](C(=O)O)C)CCCCCC